O[C@@H]1C[C@H]2CN([C@@H]1C2)C(=O)OC(C)(C)C tert-butyl (1R,4S,6R)-6-hydroxy-2-azabicyclo[2.2.1]heptane-2-carboxylate